CC(C)CO The molecule is an alkyl alcohol that is propan-1-ol substituted by a methyl group at position 2. It has a role as a Saccharomyces cerevisiae metabolite. It is a primary alcohol and an alkyl alcohol. It derives from a hydride of an isobutane.